2,6-difluoro-4-((quinolin-8-ylthio)methyl)phenol FC1=C(C(=CC(=C1)CSC=1C=CC=C2C=CC=NC12)F)O